CC1(OB(OC1(C)C)C1N(CCC=C1)C(=O)[O-])C (4,4,5,5-tetramethyl-1,3,2-dioxaborolan-2-yl)-5,6-dihydropyridine-1(2H)-carboxylate